C(C1=C(C(=CC(=C1)C(C1=CC=CC=C1)(C)C)C(C1=CC=CC=C1)(C)C)O)C1=C(C(=CC(=C1)C(C1=CC=CC=C1)(C)C)C(C1=CC=CC=C1)(C)C)O 2,2'-methylenebis(4,6-di(α,α-dimethylbenzyl)phenol)